NC1=C(C2=C(C(N1C1=C3C=NNC3=CC=C1Cl)=O)C(=C(S2)CC)C)C(=O)N (R)-6-amino-5-(5-chloro-1H-indazol-4-yl)-2-ethyl-3-methyl-4-oxo-4,5-dihydrothieno[3,2-c]pyridine-7-carboxamide